2-hydroxy-5-ethoxybenzoic acid OC1=C(C(=O)O)C=C(C=C1)OCC